FC(C1=CC=C(C=C1)C#CC1=C(C#N)C=CC=C1)(F)F 2-((4-trifluoromethylphenyl)ethynyl)benzonitrile